Ethyl (((cis-3-(2-amino-6-methoxy-9H-purin-9-yl)cyclobutyl)methoxy)(phenoxy)phosphoryl)-L-alaninate NC1=NC(=C2N=CN(C2=N1)[C@H]1C[C@H](C1)COP(=O)(OC1=CC=CC=C1)N[C@@H](C)C(=O)OCC)OC